FC(C1=CC=C(C=C1)N1N=NC(=C1COC1=CC=C(N=N1)N1CC(NC(C1)(C)C)=O)C)F 4-(6-((1-(4-(Difluoromethyl)phenyl)-4-methyl-1H-1,2,3-triazol-5-yl)methoxy)pyridazine-3-yl)-6,6-dimethylpiperazin-2-one